C(C)(C)(C)OC(=O)N[C@@H](COCC(=O)O)C1=CC=C(C=C1)C#C (R)-2-(2-((tert-butoxycarbonyl)amino)-2-(4-ethynylphenyl)ethoxy)acetic acid